ClC=1N=C(NC1C=1[C@H](CN(CC1)S(=O)(=O)C)C)C1=NC=C(C=C1)F |o1:7| (R*)-2-(4-Chloro-5-(3-methyl-1-(methylsulfonyl)-1,2,3,6-tetrahydropyridin-4-yl)-1H-imidazol-2-yl)-5-fluoropyridine